OC1=C(C=CC=C1)C=1N=NC2=CC=C(C=C2C1)C1CN(C1)C1=NC=C(C=N1)C1=NOC(=C1)C(C(=O)O)C(C)C 2-[3-(2-{3-[3-(2-hydroxyphenyl)cinnolin-6-yl]azetidin-1-yl}pyrimidin-5-yl)-1,2-oxazol-5-yl]-3-methylbutanoic acid